N-(dimethyl(oxo)-λ6-sulfaneylidene)-2-(6-(5-(trifluoromethyl)-1,2,4-oxadiazol-3-yl)imidazo[1,2-a]pyridin-2-yl)acetamide CS(=NC(CC=1N=C2N(C=C(C=C2)C2=NOC(=N2)C(F)(F)F)C1)=O)(=O)C